C(#N)NC(=N)C1=CC=C(C(=O)OC=2C=3N(C(=CC2)CC(=O)OC(C)(C)C)N=CN3)C=C1 5-(2-tert-butoxy-2-oxoethyl)-[1,2,4]triazolo[1,5-a]pyridin-8-yl 4-(N-cyano carbamimidoyl)benzoate